(5S)-N-(6-methyl-2-oxo-1-(2,2,2-trifluoroethyl)-5-(2,3,5-trifluorophenyl)piperidin-3-yl)-2'-oxo-1',2',6,7-tetrahydro-4H-spiro[benzofuran-5,3'-pyrrolo[2,3-b]pyridine]-2-carboxamide CC1C(CC(C(N1CC(F)(F)F)=O)NC(=O)C=1OC2=C(C1)C[C@@]1(C(NC3=NC=CC=C31)=O)CC2)C2=C(C(=CC(=C2)F)F)F